1-(7-methyl-4-oxo-2-(piperidin-1-yl)-4H-pyrido[1,2-a]pyrimidine-9-carbonyl)piperidine-2-carboxylic acid CC=1C=C(C=2N(C(C=C(N2)N2CCCCC2)=O)C1)C(=O)N1C(CCCC1)C(=O)O